C(C)(C)(C)OC(=O)NC1(CC2=CC=C(C=C2CC1)OC1=CC=C(C=C1)C=1C=NC=CC1)C(=O)O 2-((tert-butoxycarbonyl)amino)-6-(4-(pyridin-3-yl)phenoxy)-1,2,3,4-tetrahydronaphthalene-2-carboxylic acid